tert-butyl (2R)-2-{[(4-{4-oxo-1H,5H,6H,7H-pyrrolo[3,2-c]pyridin-2-yl}pyridin-3-yl)oxy]methyl}azetidine-1-carboxylate O=C1NCCC2=C1C=C(N2)C2=C(C=NC=C2)OC[C@@H]2N(CC2)C(=O)OC(C)(C)C